CNC(=O)C1=CC2=C(N(C(=N2)C2=CC=NC3=CC=CC=C23)C2=CC3=C(NC(N3)=O)C=C2)C=C1 n-methyl-1-(2-oxo-1,3-dihydrobenzimidazol-5-yl)-2-(4-quinolinyl)benzimidazole-5-carboxamide